C(C)C1(C(N(C=2C=C3C(NC(=NC3=CC21)C)=O)C)=O)OC 8-Ethyl-8-methoxy-2,6-dimethyl-6,8-dihydro-3H-pyrrolo[2,3-g]quinazoline-4,7-dione